tert-butyl 4-amino-5-((6-dodecanamidohexyl)amino)-5-oxopentanoate NC(CCC(=O)OC(C)(C)C)C(=O)NCCCCCCNC(CCCCCCCCCCC)=O